C(C)(C)(C)C1=CC(=NC=C1)N1C2=CC=CC=C2C=2C=C3C(=CC12)C(CCC3(C)C)(C)C 5-(4-(tert-butyl)pyridin-2-yl)-7,7,10,10-tetramethyl-7,8,9,10-tetrahydro-5H-benzo[b]carbazole